FC1=C(C(=CC=C1)Br)C1=C(C=CC=C1)OC 2-fluoro-6-bromo-2'-methoxyl-biphenyl